C(C)OC(CC(=O)[O-])=O.[K+] potassium 3-ethoxy-3-oxo-propanoate